FC=1C=NC2=CC(=CC(=C2C1/C=C/CO[C@H]1CN(CCCC1)C(=O)OC(C)(C)C)O[Si](C(C)C)(C(C)C)C(C)C)O[Si](C(C)C)(C(C)C)C(C)C tert-butyl (R,E)-3-((3-(3-fluoro-5,7-bis((triisopropylsilyl)oxy)quinolin-4-yl)allyl)oxy)azepane-1-carboxylate